3-methylimidazolium triflate [O-]S(=O)(=O)C(F)(F)F.C[N+]1=CNC=C1